1-methylethylen CC=C